tert-Butyl 3-(5-(dimethylcarbamoyl)-7-(thiazol-2-yl)benzo[d]oxazol-2-yl)-3,8-diazabicyclo[3.2.1]octane-8-carboxylate CN(C(=O)C=1C=C(C2=C(N=C(O2)N2CC3CCC(C2)N3C(=O)OC(C)(C)C)C1)C=1SC=CN1)C